ClC=1C=C(C=2C[C@H](CC2C1)NC1=NC=C(C=N1)N1N=C(N=C1)C)C#N (S)-6-chloro-2-[[5-(3-methyl-1,2,4-triazol-1-yl)pyrimidin-2-yl]amino]-2,3-dihydro-1H-indene-4-carbonitrile